1-(3-(3-(1H-pyrazol-4-yl)quinoxaline-6-carbonyl)-4,5-difluorophenyl)-3-(4-fluorophenyl)urea N1N=CC(=C1)C=1C=NC2=CC=C(C=C2N1)C(=O)C=1C=C(C=C(C1F)F)NC(=O)NC1=CC=C(C=C1)F